N-(2,6-dioxopiperidin-3-yl)-2-fluoro-3-[4-(piperazin-1-ylmethyl)piperidin-1-yl]benzamide O=C1NC(CCC1NC(C1=C(C(=CC=C1)N1CCC(CC1)CN1CCNCC1)F)=O)=O